N1=CC=CC=2C#CCCC3=C(C21)C=CC=C3 azadibenzocyclooctyne